FC1=CC(=C(C=C1)[C@H]1CC[C@H](CC1)CCNC1CCOCC1)C 4-((2-((cis)-4-(4-Fluoro-2-methylphenyl)cyclohexyl)-ethyl)amino)tetrahydro-2H-pyran